FC1(CN(C1)C(C[C@@H](C(=O)O)N(C(=O)OCC1=CC=CC=C1)C)=O)F (2S)-4-(3,3-Difluoroazetidin-1-yl)-2-[methyl(phenylmethoxycarbonyl)amino]-4-oxobutanoic acid